OC1=C(C=C(C=2C(C3=CC=CC=C3C(C12)=O)=O)O)S(=O)(=O)O 1,4-dihydroxyl-9,10-anthraquinone-2-sulfonic acid